2-amino-5-(4-(2-cyclopropyl-acetamido)-2-methylphenyl)-N-isopropylnicotinamide NC1=C(C(=O)NC(C)C)C=C(C=N1)C1=C(C=C(C=C1)NC(CC1CC1)=O)C